7-(((1S,2R)-2-hydroxycyclohexyl)amino)-1-(isopropylamino)-2,6-naphthyridine-3-carbonitrile O[C@H]1[C@H](CCCC1)NC1=NC=C2C=C(N=C(C2=C1)NC(C)C)C#N